FC(C1=C(C=NC=C1)N1C[C@H](CCC1)CN1C[C@@H](C([C@@H](C1)O)O)O)(F)F (3S,4R,5R)-1-(((R)-1-(4-(trifluoromethyl)pyridin-3-yl)piperidin-3-yl)methyl)piperidine-3,4,5-triol